S1SN=CC=C1 thiathiazine